N1=CC=CC=2C3(CCC(C12)O)OCCO3 7',8'-dihydro-6'H-spiro[[1,3]dioxolane-2,5'-quinoline]-8'-ol